8-[5-[5-[(1R)-1-(3,5-dichloro-4-pyridyl)ethoxy]-1H-indazol-3-yl]pyrimidin-2-yl]-2λ6-thia-8-azaspiro[4.5]decane 2,2-dioxide ClC=1C=NC=C(C1[C@@H](C)OC=1C=C2C(=NNC2=CC1)C=1C=NC(=NC1)N1CCC2(CCS(C2)(=O)=O)CC1)Cl